(S)-4-(1-((5-methoxy-7-methyl-1H-indol-4-yl)methyl)piperidin-2-yl)-3-((2-methoxyethyl)amino)benzoic acid COC=1C(=C2C=CNC2=C(C1)C)CN1[C@@H](CCCC1)C1=C(C=C(C(=O)O)C=C1)NCCOC